N1C(=NC2=C1C=CC=C2)C=2NC1=NC(=NC=C1N2)C2=CC(=C(C=C2)OC)Cl 8-(1H-benzimidazol-2-yl)-2-(3-chloro-4-methoxy-phenyl)-9H-purine